N1=CC=C(C=C1)NC1=CC2=C(NC(=N2)C2=CC=C(C=N2)NC2=CC=NC3=CC=C(C=C23)C#N)C=C1 4-(6-(5-(pyridin-4-ylamino)-1H-benzo[d]imidazol-2-yl)pyridin-3-ylamino)quinoline-6-carbonitrile